2-Chloro-6,7-dihydrospiro[imidazo[1,2-e]purine-8,4'-oxepane] ClC=1N=CC=2N=C3N(C2N1)C1(CCOCCC1)CN3